C(C)(C)(C)OC(NCC(=CF)COC1=NC=C(C=C1)S(=O)(=O)N1CCC(CC1)(C(NC1CCOCC1)=O)C)=O (3-fluoro-2-{5-[4-methyl-4-(tetrahydro-pyran-4-ylcarbamoyl)-piperidine-1-sulfonyl]-pyridin-2-yloxymethyl}-allyl)-carbamic acid tert-butyl ester